(3aR,6aS)-2-((4-Methyl-2-(trifluoromethyl)pyrimidin-5-yl)sulfonyl)-5-(tetrahydro-2H-pyran-4-yl)octahydropyrrolo[3,4-c]pyrrole CC1=NC(=NC=C1S(=O)(=O)N1C[C@@H]2CN(C[C@@H]2C1)C1CCOCC1)C(F)(F)F